4-morpholino-N-(3-phenyl-1H-pyrazol-5-yl)-7-(3-(pyrrolidin-1-yl)propoxy)pyrido[3',2':4,5]furo[3,2-d]pyrimidin-2-amine hydrochloride Cl.O1CCN(CC1)C=1C2=C(N=C(N1)NC1=CC(=NN1)C1=CC=CC=C1)C1=C(O2)N=C(C=C1)OCCCN1CCCC1